FC1=C(C=CC=C1)N1CCC(CC1)NC1=C2C(=NC3=CC(=C(N=C13)OC)COCCN1CCCC1)CCCC2 1-(2-fluorophenyl)-N-(2-methoxy-3-{[2-(pyrrolidin-1-yl)ethoxy]methyl}-6H,7H,8H,9H-cyclohexa[b]1,5-naphthyridin-10-yl)piperidin-4-amine